FC=1C=C(C=CC1)NP(=O)(CC1=CC=C(C=C1)C1=NOC(=N1)C(F)(F)F)C N-(3-fluorophenyl)-P-methyl-P-(4-(5-(trifluoromethyl)-1,2,4-oxadiazol-3-yl)benzyl)phosphinic amide